ClC1=C(C=CC=C1C1=C(C(=NC=C1)C1=CC(=C(C=C1)CNCC(C)O)OC)Cl)NC1=NC=CC(=C1F)CNC1CCN(CC1)C(C)=O 1-(4-(((2-((2-chloro-3-(3-chloro-2-(4-(((2-hydroxypropyl)amino)methyl)-3-methoxyphenyl)pyridin-4-yl)phenyl)amino)-3-fluoropyridin-4-yl)methyl)amino)piperidin-1-yl)ethan-1-one